C(C)(C)(C)OC(=O)N[C@H](C(=O)O)CSC1=C(C(=C(C=C1[N+](=O)[O-])C(=O)OC)F)C (2R)-2-(tert-Butoxycarbonylamino)-3-(3-fluoro-4-methoxycarbonyl-2-methyl-6-nitro-phenyl)thio-propionic acid